2-hydroxymethyl-1,3-dioxane-4,6-dione OCC1OC(CC(O1)=O)=O